3-chloro-2-methyl-5-phenylpyrazol ClC=1N(N=C(C1)C1=CC=CC=C1)C